C=1(C(CC=CC1)=O)C1=CC=CC=C1 BiphenylOn